1-Methyl-3-(pyridin-2-ylamino)-5-(4,4,5,5-tetramethyl-1,3,2-dioxaborolan-2-yl)pyridin-2(1H)-one CN1C(C(=CC(=C1)B1OC(C(O1)(C)C)(C)C)NC1=NC=CC=C1)=O